Br.N[C@@H](C(=O)O)CNC(C1=CC(=CC(=C1)F)C=1N(N=CC1Cl)CC)=O (R)-2-amino-3-((3-(4-chloro-2-ethyl-pyrazol-3-yl)-5-fluoro-benzoyl)amino)propanoic acid hydrobromide